(3-chlorobenzyl)-N-(1-methyl-6-oxo-1,4,5,6-tetrahydropyridazin-3-yl)picolinamide ClC=1C=C(CC=2C(=NC=CC2)C(=O)NC2=NN(C(CC2)=O)C)C=CC1